[Si](C)(C)(C(C)(C)C)OC1CCC(CC1)C(=O)Cl 4-((tert-Butyldimethylsilyl)oxy)cyclohexane-carbonyl chloride